[N+](=O)([O-])C1=CC=C2C(=C(NC2=C1)C)C=O 6-NITRO-2-METHYL-1H-INDOLE-3-CARBALDEHYDE